Cl.N[C@@H](CCCCN)C(=O)O L-lysine monohydrochloride